ClC1=CN=C2C(=N1)N(N=C2)CC2=CC=C(C=C2)N2N=C(C=C2C)C(F)(F)F 6-chloro-1-(4-(5-methyl-3-(trifluoromethyl)-1H-pyrazol-1-yl)benzyl)-1H-pyrazolo[3,4-b]pyrazine